ethyl 3-(3,4-difluoro-2-methoxyphenyl)-4,5-dimethyl-5-(trifluoromethyl)-4,5-dihydrofuran-2-carboxylate FC=1C(=C(C=CC1F)C1=C(OC(C1C)(C(F)(F)F)C)C(=O)OCC)OC